Cl.Cl.FC1=CC=2N(C=C1NC(=O)N1CCC=3C1=NC=CC3N3CC(N(CC3)C(=O)OCC)(C)C)C=C(N2)C ethyl 4-(1-((7-fluoro-2-methylimidazo[1,2-a]pyridin-6-yl)carbamoyl)-2,3-dihydro-1H-pyrrolo[2,3-b]pyridin-4-yl)-2,2-dimethylpiperazine-1-carboxylate dihydrochloride